BrCC1C2CN(C(C12)=O)C1=CC=CC=C1 6-(bromomethyl)-3-phenyl-3-azabicyclo[3.1.0]hexan-2-one